C(C1=CC=CC=C1)NC(=O)[C@@]12NC([C@H]3[C@H]([C@@H]1N(C[C@@H]2C3)C3CCCCC3)C3=CC=CC=C3)=O |o1:10,13,14,15,18| (3S*,3aS*,6R*,7S*,7aS*)-N-benzyl-1-cyclohexyl-5-oxo-7-phenyloctahydro-3aH-3,6-methanopyrrolo[3,2-b]pyridine-3a-carboxamide